O[C@H](CCOC1=C(C=CC=C1)CCC(=O)OC)\C=C\C1=CC(=CC=C1)NS(=O)(=O)C1=CC=CC=C1 Methyl (R,E)-3-(2-((3-hydroxy-5-(3-(phenylsulfonamido)phenyl)pent-4-en-1-yl)oxy)phenyl)propanoate